tert-Butyl 3-(7-bromo-5-(methylthio)benzo[d]oxazol-2-yl)-3,6-diazabicyclo[3.1.1]heptane-6-carboxylate BrC1=CC(=CC=2N=C(OC21)N2CC1N(C(C2)C1)C(=O)OC(C)(C)C)SC